1-(3-fluoro-4-{4-[2-(3-fluoroazetidin-1-yl)acetamido]-1H-1,2,3-triazol-1-yl}butyl)-N-{[3-(trifluoromethoxy)phenyl]methyl}-1H-1,2,3-triazole-4-carboxamide FC(CCN1N=NC(=C1)C(=O)NCC1=CC(=CC=C1)OC(F)(F)F)CN1N=NC(=C1)NC(CN1CC(C1)F)=O